α-methyl-m-vinylbenzylglycidyl ether CC(C1=CC(=CC=C1)C=C)C(C1CO1)OC(C1CO1)C(C1=CC(=CC=C1)C=C)C